4-methyl-2-((6-methylimidazo[1,2-a]pyridin-2-yl)methyl)-2,7-naphthyridin-1(2H)-one CC1=CN(C(C2=CN=CC=C12)=O)CC=1N=C2N(C=C(C=C2)C)C1